NC=1C=2N(C(=CN1)CN1CCNCC1)C(=NC2C2=CC=C(C1=CC=CC=C21)NC(NC2=CC(=CC=C2)F)=O)C 3-{4-[8-amino-3-methyl-5-(piperazin-1-ylmethyl)imidazo[1,5-a]pyrazin-1-yl]naphthalen-1-yl}-1-(3-fluorophenyl)urea